C(#N)C(CC)C1CCN(CC1)C(=O)OC(C)(C)C tert-butyl 4-(1-cyanopropyl)piperidine-1-carboxylate